N1=CC=C(C=C1)C(C=C)=O 1-(4-pyridinyl)-2-propene-1-one